2-bromo-4-methylthiazole BrC=1SC=C(N1)C